BrC1=NN2C(CN([C@@H](C2)COCCCO[Si](C2=CC=CC=C2)(C2=CC=CC=C2)C(C)(C)C)C(=O)OC(C)(C)C)=C1 tert-butyl (6S)-2-bromo-6-[3-[tert-butyl(diphenyl)silyl]oxypropoxymethyl]-6,7-dihydro-4H-pyrazolo[1,5-a]pyrazine-5-carboxylate